OC1CN(C1)C(=O)O[C@@H]1CC[C@H](CC1)C(N(C[C@@H]1CC[C@H](CC1)C=1C=NC(=C(C1)C)OC)C1=NC=CC(=C1)C=1N=C(OC1)C1CC1)=O trans-4-((4-(2-Cyclopropyloxazol-4-yl)pyridine-2-yl)((trans-4-(6-methoxy-5-methylpyridin-3-yl)cyclohexyl)methyl)carbamoyl)cyclohexyl 3-hydroxyazetidine-1-carboxylate